C(C)OC=1C=C(C=CC1)C1=CC=C2C(CCSC2=C1)NC(O[C@@H]1CN2CCC1CC2)=O (S)-quinuclidin-3-yl (7-(3-ethoxyphenyl)thiochroman-4-yl)carbamate